3,4-dimethylisoxazole-5-carboxamide CC1=NOC(=C1C)C(=O)N